(4-fluorobenzoyl)-2-(((5-oxopyrrolidin-3-yl)methyl)carbamoyl)piperazine-1-carboxylic acid tert-butyl ester C(C)(C)(C)OC(=O)N1C(CNCC1)(C(NCC1CNC(C1)=O)=O)C(C1=CC=C(C=C1)F)=O